nickel bistricyclohexylphosphine dichloride [Cl-].[Cl-].C1(CCCCC1)P(C1CCCCC1)C1CCCCC1.C1(CCCCC1)P(C1CCCCC1)C1CCCCC1.[Ni+2]